CC1=CC=C(O1)C1=NC=2C(=C3C(=NC2)NC=C3)N1C=1C=NN(C1)C(C#N)C 4-(2-(5-Methylfuran-2-yl)imidazo[4,5-d]pyrrolo[2,3-b]pyridin-1(6H)-yl)-1H-pyrazol-1-ylpropionitrile